(2-fluoro-5-methoxyphenyl)-6-methylisoquinoline-1,5-diamine FC1=C(C=C(C=C1)OC)C=1N=C(C=2C=CC(=C(C2C1)N)C)N